BrC1=CC2=C(CN(C=N2)SC)N2C1=NCC2 6-bromo-2-(methylthio)-8,9-dihydroimidazo[1',2':1,6]pyrido[2,3]pyrimidine